N1=C(N=CC2=C1CNCC2)NC2=CC=C(C=C2)NC(OC)=O methyl N-[4-({5H,6H,7H,8H-pyrido[3,4-d]pyrimidin-2-yl} amino)phenyl]carbamate